(+/-)-(1S,3S)-3-((2-fluoro-6-(5-(hydroxymethyl)-1-methyl-1H-pyrazol-4-yl)pyridin-3-yl)oxy)cyclohexanecarboxylic acid isopropyl ester C(C)(C)OC(=O)[C@@H]1C[C@H](CCC1)OC=1C(=NC(=CC1)C=1C=NN(C1CO)C)F |r|